C1(=CC=C(C=C1)N(C1=CC=C(C=C1)C1=CC=C(C=C1)Cl)C1=CC=C(C=C1)C1=CC=CC=C1)C1=CC=CC=C1 N,N-di([1,1'-biphenyl]-4-yl)-4'-chloro-[1,1'-biphenyl]-4-amine